Di(aziridin-1-yl)phosphinic acid 6-(4-(methylcarbamoyl) phenoxy)-5-nitro-2,3-dihydro-1H-inden-1-yl ester CNC(=O)C1=CC=C(OC2=C(C=C3CCC(C3=C2)OP(=O)(N2CC2)N2CC2)[N+](=O)[O-])C=C1